Cl.ClC1=C(CC2OC(C3=CC(=CC=C23)N2CCNCC2)=O)C=CC(=C1)OC(F)(F)F 3-(2-chloro-4-(trifluoromethoxy)benzyl)-6-(piperazin-1-yl)isobenzofuran-1(3H)-one hydrochloride